N-(5-(4,6-dimethoxypyrimidin-2-yl)-4-methylthiazol-2-yl)acetamide COC1=NC(=NC(=C1)OC)C1=C(N=C(S1)NC(C)=O)C